O1CCN(CC1)C1CN(CC1)C1=NC=CC=C1 2-(3-morpholinopyrrolidin-1-yl)pyridin